ClC1=CC=C(C=C1C1=C(C(=CC=C1C#N)OCCOC)F)C(CN(C(OC(C)(C)C)=O)CCC)C1=CC=CC=C1 tert-Butyl (2-(6-chloro-6'-cyano-2'-fluoro-3'-(2-methoxyethoxy)-[1,1'-biphenyl]-3-yl)-2-phenylethyl)(propyl)carbamate